C1(CC1)C1=NC=NC(=C1C=1N=CC2=C(N1)N(C(C(=C2)C(=O)N2CCN(CC2)C)=O)CC2=CC=C(C=C2)C=2N(C=C(N2)C(F)(F)F)CC)OC 2-(4-cyclopropyl-6-methoxypyrimidin-5-yl)-8-({4-[1-ethyl-4-(trifluoromethyl)imidazol-2-yl]phenyl}methyl)-6-(4-methylpiperazine-1-carbonyl)pyrido[2,3-d]pyrimidin-7-one